(±)-(1S,2R,5R,6R)-2-((6-(5-(((cyclopropylmethoxy)carbonyl)amino)-1-methyl-1H-1,2,3-triazol-4-yl)-2-methylpyridin-3-yl)oxy)bicyclo[3.1.0]hexane-6-carboxylic acid C1(CC1)COC(=O)NC1=C(N=NN1C)C1=CC=C(C(=N1)C)O[C@H]1[C@@H]2[C@@H]([C@@H]2CC1)C(=O)O |r|